N-(1'-(6-(1,1-difluoroethyl)-2-(2-methoxyethoxy)pyrimidin-4-yl)-1',2'-dihydrospiro[cyclopropane-1,3'-pyrrolo[3,2-c]pyridin]-6'-yl)acetamide FC(C)(F)C1=CC(=NC(=N1)OCCOC)N1CC2(C=3C=NC(=CC31)NC(C)=O)CC2